para-bis(trifluoromethyl)benzene FC(C1=CC=C(C=C1)C(F)(F)F)(F)F